C(=O)(OCC1C2=CC=CC=C2C2=CC=CC=C12)N[C@H](C(=O)O)CC=1N=CSC1 (S)-2-(N-Fmoc-amino)-3-(thiazol-4-yl)propionic acid